BrC=1C=C2C(=CNC2=CC1)CNC1=NC2=C(N1C(CCC)=O)C=CC=C2 1-(2-(((5-bromo-1H-indol-3-yl)methyl)amino)-1H-benzo[d]imidazol-1-yl)butan-1-one